NC=1C(=NC(=NC1)NC(C)(C)C)NC1CCC(CC1)C(=O)N (1r,4r)-4-((5-amino-2-(tert-butylamino)pyrimidin-4-yl)amino)cyclohexane-1-carboxamide